(3-aminopropyl)trimethoxysilan NCCC[Si](OC)(OC)OC